tert-butyl (R)-2-(2-(3-fluoropiperidin-1-yl)pyrimidin-5-yl)-4-oxo-6,7-dihydrothiazolo[5,4-c]pyridine-5(4H)-carboxylate F[C@H]1CN(CCC1)C1=NC=C(C=N1)C=1SC=2C(N(CCC2N1)C(=O)OC(C)(C)C)=O